C(C1=CC=CC=C1)C=1C(=NC=C(N1)C1=CC(=CC(=C1)O)F)N\C(\C(=O)O)=C/C=1OC=CC1 (Z)-2-((3-benzyl-5-(3-fluoro-5-hydroxyphenyl)pyrazin-2-yl)amino)-3-(furan-2-yl)acrylic acid